NC1=C(C=C(OC2=CC(=NC=C2)C(=O)NC)C=C1)F 4-(4-amino-3-fluorophenoxy)-N-methylpyridine-2-formamide